1-(fluoromethyl)cyclobutane FCC1CCC1